1-(4-methylphenyl)-N-(2-oxo-1-propyl-1,2,3,4-tetrahydroquinoline-6-yl)methanesulfonamide CC1=CC=C(C=C1)CS(=O)(=O)NC=1C=C2CCC(N(C2=CC1)CCC)=O